C(#N)CC(=O)C1=CC=C(C=C1)C1=C2C(=NC=C1)NC=C2 4-(4-(2-cyanoacetyl)phenyl)-1H-pyrrolo[2,3-b]pyridin